(R)-2-Amino-N1-(3-(4-((1S,4R,Z)-9-amino-4-((2,6-difluoro-4-hydroxybenzyl)carbamoyl)-1-(isoindolin-2-yl)-2,11,16-trioxo-3,8,10,12,15-pentaazaoctadec-9-en-1-yl)phenoxy)propyl)succinimide N[C@H]1C(=O)N(C(C1)=O)CCCOC1=CC=C(C=C1)[C@@H](C(N[C@H](CCCN\C(=N/C(NCCNC(CC)=O)=O)\N)C(NCC1=C(C=C(C=C1F)O)F)=O)=O)N1CC2=CC=CC=C2C1